S1C(=NC2=C1C=CC=C2)C2=CC(=C(OCCCCCCC(=O)NO)C=C2)F 7-(4-(benzo[d]thiazole-2-yl)-2-fluorophenoxy)-N-hydroxyheptanamide